N-[(5-chloro-2-methylphenyl)methyl]-1-(4-methoxyphenyl)-5-oxopyrrolidine-3-carboxamide ClC=1C=CC(=C(C1)CNC(=O)C1CN(C(C1)=O)C1=CC=C(C=C1)OC)C